FC(C(OC)C=1C(=C2C(=NN(C2=CC1)C)N)OC)F 5-(2,2-Difluoro-1-methoxyethyl)-4-methoxy-1-methyl-1H-indazol-3-amine